ethyl 5-bromo-2-(4-methoxybenzyl)-1-methyl-1H-imidazole-4-carboxylate BrC1=C(N=C(N1C)CC1=CC=C(C=C1)OC)C(=O)OCC